CN(C1CN(C1)C=1C=CC(=C(C(=O)N[C@H](C)C=2C=C(C=C(C2)O)C=2C=C(N(C2)C)C(=O)O)C1)C)C 4-[3-[(1R)-1-[[5-[3-(Dimethylamino)azetidin-1-yl]-2-methyl-benzoyl]amino]ethyl]-5-hydroxy-phenyl]-1-methyl-pyrrole-2-carboxylic acid